2-methanesulfonyl-6-methyl-5-[2-(triisopropylsilyl)ethynyl]-8H-pyrido[2,3-d]pyrimidin-7-one CS(=O)(=O)C=1N=CC2=C(N1)NC(C(=C2C#C[Si](C(C)C)(C(C)C)C(C)C)C)=O